CC1=C2C=C(N(C2=CC=C1CN1CCC2(CN(C2)C2=NN=CC3=CC=C(C=C23)CC(F)(F)F)CC1)CC(C)N1CCN(CC1)S(=O)(=O)C)C#N 4-methyl-1-[2-(4-methyl-sulfonylpiperazin-1-yl)propyl]-5-[[2-[7-(2,2,2-trifluoroethyl)phthalazin-1-yl]-2,7-diazaspiro[3.5]nonan-7-yl]methyl]indole-2-carbonitrile